tert-Butyl (1R,5S)-3-((S or R)-6-chloro-2-(3-(dimethylamino) azetidin-1-yl)-8-fluoro-7-(naphthalen-1-yl)quinazolin-4-yl)-3,8-diazabicyclo[3.2.1]octane-8-carboxylate ClC=1C=C2C(=NC(=NC2=C(C1C1=CC=CC2=CC=CC=C12)F)N1CC(C1)N(C)C)N1C[C@H]2CC[C@@H](C1)N2C(=O)OC(C)(C)C